O=C(CC)CCC(CCC(CC)=O)=O 3,6,9-trioxoundecane